2-(tert-butylamino)-4-(((1R,3R,4R)-3-hydroxy-4-methylcyclohexyl)amino)pyrimidine-5-ol C(C)(C)(C)NC1=NC=C(C(=N1)N[C@H]1C[C@H]([C@@H](CC1)C)O)O